FC1(CC(C1)(C1=CC(=CC=C1)[N+](=O)[O-])CC1=NN=CN1C)F 3-((3,3-difluoro-1-(3-nitrophenyl)cyclobutyl)methyl)-4-methyl-4H-1,2,4-triazole